N-(4-(2-(((2s,5s)-5-aminooctahydropentalen-2-yl)amino)-8-ethylquinazolin-6-yl)-2-fluorophenyl)-2-chlorobenzenesulfonamide NC1CC2CC(CC2C1)NC1=NC2=C(C=C(C=C2C=N1)C1=CC(=C(C=C1)NS(=O)(=O)C1=C(C=CC=C1)Cl)F)CC